NC=1C(NC=2C=C(C(=NC2C1C1=C2C=NNC2=C(C=C1)F)C1CCN(CC1)C(=O)OC(C)(C)C)C)=O tert-Butyl 4-[7-amino-8-(7-fluoro-1H-indazol-4-yl)-3-methyl-6-oxo-5H-1,5-naphthyridin-2-yl]piperidine-1-carboxylate